O1C(NC2=C1C=CC(=C2)C2(NC(=NC=C2C)NC=2C=NC(=CC2)N2CCN(CC2)C(=O)OC(F)(F)F)N)=O 4-(benzo[d]oxazol-2(3H)-one-5-yl)-N2-(6-(4-trifluoromethoxycarbonylpiperazin-1-yl)pyridin-3-yl)-5-methylpyrimidine-2,4-diamine